α-alanine C[C@@H](C(=O)O)N